1-(2-((2-oxabicyclo[2.2.2]oct-4-yl)methoxy)-4-((1r,5s)-3,8-diazabicyclo[3.2.1]oct-3-yl)-7-(8-ethynyl-7-fluoro-3-hydroxynaphthalen-1-yl)-8-fluoroquinazolin-6-yl)ethan-1-one C12OCC(CC1)(CC2)COC2=NC1=C(C(=C(C=C1C(=N2)N2C[C@H]1CC[C@@H](C2)N1)C(C)=O)C1=CC(=CC2=CC=C(C(=C12)C#C)F)O)F